ethyl [6-bromo-2-(5-cyano-3-pyridyloxy)phenyl]difluoroacetate BrC1=CC=CC(=C1C(C(=O)OCC)(F)F)OC=1C=NC=C(C1)C#N